FCCN1C(=NC=2C1=NC(=CC2)C=2C=CN1N=C(N=CC12)N[C@@H]1CC[C@H](CC1)N1CCN(CC1)C)C 5-(3-(2-fluoroethyl)-2-methyl-3H-imidazo[4,5-b]pyridin-5-yl)-N-(trans-4-(4-methylpiperazin-1-yl)cyclohexyl)pyrrolo[2,1-f][1,2,4]triazin-2-amine